C(N)(=O)C=1C(=NN(C1)[C@H]1[C@@H](CCCC1)C#N)NC=1C=CC(=C(C(=O)OC)C1)B1OC(C(O1)(C)C)(C)C methyl 5-((4-carbamoyl-1-(trans-2-cyanocyclohexyl)-1H-pyrazol-3-yl)amino)-2-(4,4,5,5-tetramethyl-1,3,2-dioxaborolan-2-yl)benzoate